3-(naphthalen-1-yl)acrylamide C1(=CC=CC2=CC=CC=C12)C=CC(=O)N